N(=[N+]=[N-])CCOCCOCCOC1=CC=C(C=C1)CI 1-(2-(2-(2-azidoethoxy)ethoxy)ethoxy)-4-(iodomethyl)benzene